7-chloro-8-fluoro-4-((1S,6R,7S)-7-fluoro-2-azabicyclo[4.1.0]heptan-2-yl)-2-(((2R,7aS)-2-fluorotetrahydro-1H-pyrrolizin-7a(5H)-yl)methoxy-d2)pyrido[4,3-d]pyrimidine ClC1=C(C=2N=C(N=C(C2C=N1)N1[C@@H]2[C@H]([C@@H]2CCC1)F)OC([2H])([2H])[C@]12CCCN2C[C@@H](C1)F)F